C(C)C1=C(SC(=C1CN(C)C)C1=CC=C(C=C1)[N+](=O)[O-])N(C(=O)OCC)CC1=C(C=CC=C1F)F Ethyl-2-((2,6-difluorobenzyl)(ethoxycarbonyl)amino)-4-((dimethylamino)methyl)-5-(4-nitrophenyl)Thiophene